2-(3,4-dimethoxyphenyl)ethanol di-phenylethyl-tartrate C1(=CC=CC=C1)C(CC(C(=O)O)(O)C(O)C(=O)O)C1=CC=CC=C1.COC=1C=C(C=CC1OC)CCO